(1R,3S,5S)-3-((6-chloro-5-isopropylpyridazin-3-yl)oxy)-8-azabicyclo[3.2.1]octane ClC1=C(C=C(N=N1)OC1C[C@H]2CC[C@@H](C1)N2)C(C)C